C1(CC1)C=1N=NN(C1)[C@@H](C(=O)N1[C@H](C[C@@H](C1)O)C(=O)NC1CN(CC12CC2)C)C(C)(C)C (2R,4S)-1-[(2R)-2-(4-cyclopropyltriazol-1-yl)-3,3-dimethyl-butanoyl]-4-hydroxy-N-(5-methyl-5-azaspiro[2.4]heptan-7-yl)pyrrolidine-2-carboxamide